endo-cis-5-norbornene-2,3-dicarboxylic anhydride C1[C@@H]2C=C[C@H]1[C@@H]3[C@H]2C(=O)OC3=O